ethyl 1,7-dimethyl-6-nitro-4-oxo-1,4-dihydroquinoline-3-carboxylate CN1C=C(C(C2=CC(=C(C=C12)C)[N+](=O)[O-])=O)C(=O)OCC